C1(CC1)C(C(=O)NC1=CC=C(C=C1)B1OC(C(O1)(C)C)(C)C)=C 2-Cyclopropyl-N-(4-(4,4,5,5-tetramethyl-1,3,2-dioxaborolan-2-yl)phenyl)acrylamide